ClC1=CC=C(C(=O)N2C(=C(C3=CC(=CC=C23)OC)CC(=O)OCC[N+](CC(=O)NC2=C(C=CC=C2C)C)(CC)CC)C)C=C1 N-(2-(2-(1-(4-chlorobenzoyl)-5-methoxy-2-methyl-1H-indol-3-yl)acetoxy)ethyl)-2-((2,6-dimethylphenyl)amino)-N,N-diethyl-2-oxoethan-1-aminium